6-((benzyl(methyl)amino)methyl)-N4-m-tolylpyrimidine-2,4-diamine C(C1=CC=CC=C1)N(C)CC1=CC(=NC(=N1)N)NC=1C=C(C=CC1)C